C(CCCCCCCCCCCCCCCCCCCCC)(=O)OCCCCCCCC\C=C\C\C=C/CCCCC trans-linoleyl behenate